(Racemic)-N-((2-(6-(hexahydropyrazino[2,1-c][1,4]oxazin-8(1H)-yl)pyridin-2-yl)-1,6-naphthyridin-7-yl)methyl)-5-(methylsulfonyl)nicotinamide C1OCCN2[C@@H]1CN(CC2)C2=CC=CC(=N2)C2=NC1=CC(=NC=C1C=C2)CNC(C2=CN=CC(=C2)S(=O)(=O)C)=O |r|